FC1=C(C=CC(=C1)OCCCC1CCN(CC1)C1=NC=C(C=N1)COC)CC(=O)N1CC(C1)C(=O)NC[C@@H]([C@H]([C@@H]([C@@H](CO)O)O)O)O |r| 1-[2-[2-fluoro-4-[3-[1-[5-(methoxymethyl)pyrimidin-2-yl]-4-piperidyl]propoxy]phenyl]acetyl]-N-[rac-(2S,3R,4R,5R)-2,3,4,5,6-pentahydroxyhexyl]azetidine-3-carboxamide